tert-Butyl (2-(3-(6-bromo-2-oxo-2,3-dihydro-1H-benzo[d]imidazol-1-yl)phenoxy)ethyl)carbamate BrC=1C=CC2=C(N(C(N2)=O)C=2C=C(OCCNC(OC(C)(C)C)=O)C=CC2)C1